ClCC=1N(C2=C(C=C(C=C2C(C1I)=O)F)F)C 2-chloromethyl-6,8-difluoro-3-iodo-1-methylquinolin-4(1H)-one